oct-3-yn CCC#CCCCC